NC1=C(C(=NC=N1)OC=1C=C(C=CC1)NC(C=C)=O)C=1C=NC(=CC1)OC1=CC=CC=C1 N-(3-((6-amino-5-(6-phenoxypyridin-3-yl)pyrimidin-4-yl)oxy)phenyl)acrylamide